FC1=C(C=C(C=C1)NC(=O)C1=C(N(C(=C1C)C(C(=O)NCC1(CCOCC1)O)=O)C)C)C N-(4-fluoro-3-methylphenyl)-5-(2-(((4-hydroxytetrahydro-2H-pyran-4-yl)methyl)amino)-2-oxoacetyl)-1,2,4-trimethyl-1H-pyrrole-3-carboxamide